3,4-dihydroxy-2-(2-methyl-1-oxopropyl)-4-(4-methyl-1-oxopent-3-enyl)-5-prenylcyclopent-2-en-1-one OC1=C(C(C(C1(C(CC=C(C)C)=O)O)CC=C(C)C)=O)C(C(C)C)=O